S1C=C(C=C1)CO (2e)-3-thiophenemethanol